C1CCC2=C(C=3CCCC3C=C12)NC(=O)NS(=O)(=O)\C=C\[C@@H]1N(CCC1)S(=O)(=O)C (R,E)-N-((1,2,3,5,6,7-hexahydro-s-indacen-4-yl)carbamoyl)-2-(1-(methylsulfonyl)-pyrrolidin-2-yl)ethene-1-sulfonamide